NCC[Si](OC)(OC)C β-aminoethylmethyldimethoxysilane